FC1=C(CN2CCNC=3C=NC=4N=C(C=CC4C32)OC)C(=CC(=C1)S(N)(=O)=O)F 1-(2,6-Difluoro-4-sulfamoylbenzyl)-8-methoxy-2,3-dihydropyrazino[2,3-c][1,8]naphthyridine